N[C@H](C(=O)NCCC1C(N(C2=CC=C(C=C12)C#N)C1CCN(CC1)C1CCC(CC1)C(C)C)=O)CCCNC(=N)N (2S)-2-amino-N-(2-(5-cyano-1-(1-((1s,4R)-4-isopropylcyclohexyl)piperidin-4-yl)-2-oxoindolin-3-yl)ethyl)-5-guanidinopentanamide